FC=1C=C(C=CC1F)[C@@H]1CN(C[C@H]1NC(=O)NC1=C(C(=NN1C1=CC=CC=C1)OCC)C)CC(=O)NC 2-((3R,4S)-3-(3,4-difluorophenyl)-4-(3-(3-ethoxy-4-methyl-1-phenyl-1H-pyrazol-5-yl)ureido)pyrrolidin-1-yl)-N-methylacetamide